Thiazole-4-carboxylic acid tert-butyl ester C(C)(C)(C)OC(=O)C=1N=CSC1